C(C)OC1=CN=CC(=N1)C1=CC=C(NCC2(CCOCC2)C2=NC(=NC=C2)SC)C=C1 4-(6-Ethoxypyrazin-2-yl)-N-((4-(2-(methylthio)pyrimidin-4-yl)tetrahydro-2H-pyran-4-yl)methyl)aniline